CN(C=1N=NC(=CC1)C=1C=C2C=NN=CC2=CC1)C1CC(NC(C1)(C)C)(C)C N-methyl-6-(phthalazin-6-yl)-N-(2,2,6,6-tetramethylpiperidin-4-yl)pyridazin-3-amine